((1R,3S)-3-methyl-2,3-dihydro-1H-inden-1-yl)-1,4,7,10-tetraazacyclotetradecane C[C@H]1C[C@H](C2=CC=CC=C12)N1CCNCCNCCNCCCC1